N-vinyl-5-tert-butyl-caprolactam C(=C)N1C(CCCC(C1)C(C)(C)C)=O